ClCC1=NC(=CC=C1)C(F)(F)F 2-(chloromethyl)-6-(trifluoromethyl)pyridine